CN1N=CC=C1NC(C(=O)O)CC 2-((1-methyl-1H-pyrazol-5-yl)amino)butanoic acid